lead zinc cadmium oxide [O-2].[Cd+2].[Zn+2].[Pb+2].[O-2].[O-2]